C1(=CC=C(C=C1)C[C@H](NC(C(C(=O)NCC1=CC(=CC=C1)OC)CC1=CC=CC=C1)=O)OB(O)O)C1=CC=CC=C1 ((1R)-2-([1,1'-biphenyl]-4-yl)-1-(2-benzyl-3-((3-methoxybenzyl)amino)-3-oxopropionamido)ethyl)boric acid